NC=1N=C(SC1C(=O)C1=CC=CC=C1)NC1=CC(=CC=C1)C [4-amino-2-(3-methylanilino)-1,3-thiazol-5-yl](phenyl)methanone